ClC1=C(C=C(C=C1)N1C(CCCC12CCN(CC2)C=2N=C(N=NC2O)N2CCCC2)=O)F 1-(4-chloro-3-fluorophenyl)-9-(6-hydroxy-3-(pyrrolidin-1-yl)-1,2,4-triazin-5-yl)-1,9-diazaspiro[5.5]undecan-2-one